α-D-Galactopyranosyl-(1→3)-α-D-glucopyranosyl-(1→3)-L-rhamnose [C@H]1([C@H](O)[C@@H](O)[C@@H](O)[C@H](O1)CO)O[C@@H]1[C@H]([C@H](O[C@@H]([C@H]1O)CO)O[C@@H]([C@H](C=O)O)[C@@H](O)[C@@H](O)C)O